1-(4-cyclobutyl-1-methyl-5-(4-(trifluoromethyl)phenyl)-1H-pyrazol-3-yl)-3-(3,3-difluorocyclobutyl)urea C1(CCC1)C=1C(=NN(C1C1=CC=C(C=C1)C(F)(F)F)C)NC(=O)NC1CC(C1)(F)F